CN1CCN(CC1)C1=NC=C(C=N1)NC1=NC2=CC=CC=C2C=N1 2-((2-(4-methylpiperazin-1-yl)pyrimidin-5-yl)amino)quinazolin